C(CC)(=O)C1=C(C(=C(C=C1)C1=C(C(=C(C(=C1N)N)N)C1=CC=CC=C1)C1=CC=CC=C1)C(CC)=O)C(CC)=O tripropionyl-triaminotriphenylbenzene